[6-fluoro-4-hydroxy-5-(2-Triisopropylsilylethynyl)-2-naphthyl]2,2-dimethylpropionate FC=1C(=C2C(=CC(=CC2=CC1)OC(C(C)(C)C)=O)O)C#C[Si](C(C)C)(C(C)C)C(C)C